FC=1NC2=C(N1)C=CC=C2 2-fluoro-benzimidazol